2-chloro-4-[(3-fluorobenzyl)amino]pyrimidin-5-carboxamide ClC1=NC=C(C(=N1)NCC1=CC(=CC=C1)F)C(=O)N